5-((1-(2-Fluoro-4-((1R,5S)-3-methyl-3,6-diazabicyclo[3.2.0]heptan-6-yl)phenyl)-1H-imidazol-4-yl)amino)pyrazine-2-carbonitrile FC1=C(C=CC(=C1)N1[C@@H]2CN(C[C@@H]2C1)C)N1C=NC(=C1)NC=1N=CC(=NC1)C#N